tert-butyl (R)-4-(4-(5-(tert-butoxy)-2-cyano-5-oxopentan-2-yl)phenyl)-3,6-dihydropyridine-1(2H)-carboxylate C(C)(C)(C)OC(CC[C@@](C)(C#N)C1=CC=C(C=C1)C=1CCN(CC1)C(=O)OC(C)(C)C)=O